N-(4-(2-(5-chloro-6-methoxypyridin-3-yl)propyl)-6-(((R)-1-hydroxy-4-methylpent-2-yl)amino)-1,3,5-triazin-2-yl)methanesulfonamide ClC=1C=C(C=NC1OC)C(CC1=NC(=NC(=N1)N[C@@H](CO)CC(C)C)NS(=O)(=O)C)C